tert-butyl 4-[5-chloro-1-(2,6-dioxo-3-piperidyl)-3-methyl-2-oxo-benzimidazol-4-yl]piperidine-1-carboxylate ClC1=C(C2=C(N(C(N2C)=O)C2C(NC(CC2)=O)=O)C=C1)C1CCN(CC1)C(=O)OC(C)(C)C